N-((1R,2R,4S)-7-cyano-7-azabicyclo[2.2.1]heptan-2-yl)-1-(4-methyl-1,3-thiazol-2-yl)-1H-indazole-5-carboxamide C(#N)N1[C@H]2[C@@H](C[C@@H]1CC2)NC(=O)C=2C=C1C=NN(C1=CC2)C=2SC=C(N2)C